(R)-1-(4-(7'-hydroxyspiro[cyclohexane-1,3'-isochroman]-4'-yl)phenyl)piperidine-4-carbaldehyde OC1=CC=C2[C@H](C3(OCC2=C1)CCCCC3)C3=CC=C(C=C3)N3CCC(CC3)C=O